4-(trifluoromethyl)phenylpyrimidine FC(C1=CC=C(C=C1)C1=NC=CC=N1)(F)F